[Cr](=O)([O-])([O-])=S chromite sulphide